BrC=1C=C2CN(C(C2=C(C1)Br)=O)C1C(NC(CC1)=O)=O 3-(5,7-dibromo-1-oxoisoindolin-2-yl)piperidine-2,6-dione